FC(CO)(F)C=1C=C(C=CC1)[C@@H](C)NC1=NC(=NC2=C3C(=C(C=C12)C=1C=CC(N(C1)C)=O)N(N=C3)C)C 5-(4-{[(1R)-1-[3-(1,1-difluoro-2-hydroxyethyl)phenyl]ethyl]amino}-2,7-dimethyl-7H-pyrazolo[3,4-h]quinazolin-6-yl)-1-methyl-1,2-dihydropyridin-2-one